1-(9-(4-amino-7-methyl-5-(pyrimidin-4-yl)-7H-pyrrolo[2,3-d]pyrimidin-6-yl)-3-azaspiro[5.5]undec-8-en-3-yl)prop-2-en-1-one NC=1C2=C(N=CN1)N(C(=C2C2=NC=NC=C2)C2=CCC1(CCN(CC1)C(C=C)=O)CC2)C